[K].[V].[Mg].[K] potassium magnesium vanadium, potassium salt